NC1=NN(C=C1C=1C2=C(N=CN1)NC=C2)C2(CN(C2)S(=O)(=O)C(C)C)CC#N 2-{3-[3-amino-4-(7H-pyrrolo[2,3-d]pyrimidin-4-yl)-1H-pyrazol-1-yl]-1-(isopropyl-sulfonyl)azetidin-3-yl}acetonitrile